2-azido-2,2-difluoro-1-(p-tolyl)ethane-1-one N(=[N+]=[N-])C(C(=O)C1=CC=C(C=C1)C)(F)F